2-(cyclopropylmethyl)-3-methoxy-2-methyl-3-oxo-propionic acid C1(CC1)CC(C(=O)O)(C(=O)OC)C